OC12C=CCC2(C2=C(C(=C1C2)O)O)O 3a,5,6,7a-tetrahydroxy-4,7-methano-1H-indene